7-(5-chloroisoquinolin-4-yl)-2-(((((2R,7aS)-2-fluorotetrahydro-1H-pyrrolizin-7a(5H)-yl)methoxy)quinazolin-4-yl)-1-(2-fluoroacryloyl)piperazin-2-yl)acetonitrile ClC1=C2C(=CN=CC2=CC=C1)C1=CC=C2C(=NC(=NC2=C1)OC[C@]12CCCN2C[C@@H](C1)F)C1(N(CCNC1)C(C(=C)F)=O)CC#N